tert-butyl 4-[[(3R,5S)-5-(hydroxymethyl)-1-methylpyrrolidin-3-yl]oxy]piperidine-1-carboxylate OC[C@@H]1C[C@H](CN1C)OC1CCN(CC1)C(=O)OC(C)(C)C